2-bromo-6-(methylthio)-4-(trifluoromethoxy)pyridine BrC1=NC(=CC(=C1)OC(F)(F)F)SC